FC(C=1C=C2C=C(NC2=CC1OCC1=NOC(=C1)C)CNC(=O)C1(CC1)C)F N-((5-(difluoromethyl)-6-((5-methylisoxazol-3-yl)methoxy)-1H-indol-2-yl)methyl)-1-methylcyclopropane-1-carboxamide